NC1=CC(=NC(=N1)Cl)N Bisaminyl-chloropyrimidine